N-hexylpyrazin-2-carboxamide C(CCCCC)NC(=O)C1=NC=CN=C1